CN1C=C(C2=CC=C(C=C12)CC[C@@H](C(=O)O)NC(=O)OCC1C2=CC=CC=C2C=2C=CC=CC12)C (2S)-4-(1,3-dimethylindol-6-yl)-2-(9H-fluoren-9-ylmethoxycarbonyl-amino)butyric acid